C(C)(C)(C)OC(=O)N1CC([C@@H]2N(CC[C@@H]21)CCOC(C(=O)O)(C)C)(F)F 2-(2-((cis)-4-(tert-Butoxycarbonyl)-6,6-difluorohexahydropyrrolo[3,2-b]pyrrol-1(2H)-yl)ethoxy)-2-methylpropanoic acid